2-(2-(2-(2,6-dioxopiperidin-3-yl)-1,3-dioxoisoindolin-4-yl)ethoxy)-N-(3-((3aR,4R,9bR)-4-(hydroxymethyl)-1-tosyl-2,3,3a,4,5,9b-hexahydro-1H-pyrrolo[3,2-c]quinolin-8-yl)phenyl)acetamide O=C1NC(CCC1N1C(C2=CC=CC(=C2C1=O)CCOCC(=O)NC1=CC(=CC=C1)C1=CC=2[C@H]3[C@@H]([C@@H](NC2C=C1)CO)CCN3S(=O)(=O)C3=CC=C(C)C=C3)=O)=O